CN(C)CC1=NC2=C(N1)C=CC(=C2)N 2-((Dimethylamino)methyl)-1H-benzo[d]imidazol-5-amine